FC=1C=CC(=C(C(=O)NCC2=CC=C(C=C2)B(O)O)C1)OC [4-[[(5-Fluoro-2-methoxy-benzoyl)amino]methyl]phenyl]boronic acid